Tert-butyl (3-(((3-((2-chloro-5-(methylcarbamoyl)pyrimidin-4-yl)amino)-4-methoxy-5-(1-methyl-1H-1,2,4-triazol-3-yl)benzyl)oxy)methyl)-4-fluorophenyl)carbamate ClC1=NC=C(C(=N1)NC=1C=C(COCC=2C=C(C=CC2F)NC(OC(C)(C)C)=O)C=C(C1OC)C1=NN(C=N1)C)C(NC)=O